FC1=C(COC=2C(=C(C=CC2OC)C2=CN(CN=C2)C(=O)O)F)C(=CC=C1F)OC 5-(((2,3-difluoro-6-methoxybenzyl)oxy)-2-fluoro-4-methoxyphenyl)-pyrimidine-3-carboxylic acid